Cl.ClC=1C=CC(=C(CNCC2CCNCC2)C1)OCCC N-(5-chloro-2-propoxybenzyl)-1-(piperidin-4-yl)methanamine hydrochloride